hydrofluoric acid, hydrochloride Cl.F